1-N'-(4-fluorophenyl)cyclopropane-1,1-dicarboxamide FC1=CC=C(C=C1)NC(=O)C1(CC1)C(=O)N